ClC1=NC=C2C(C(CN(C2=C1)C1CC1)C=O)=O 7-chloro-1-cyclopropyl-4-oxo-1,2,3,4-tetrahydro-1,6-naphthyridine-3-carbaldehyde